2-Methoxyethyl {4-[4-(4-ethylphenyl)-1H-imidazol-2-yl]phenyl}carbamate C(C)C1=CC=C(C=C1)C=1N=C(NC1)C1=CC=C(C=C1)NC(OCCOC)=O